O=C1NC(CCC1NC1=CC(=C(C(=C1)F)N1CCC(CC1)CN1CCN(CC1)C(=O)OC(C)(C)C)F)=O tert-butyl 4-[[1-[4-[(2,6-dioxo-3-piperidyl)amino]-2,6-difluoro-phenyl]-4-piperidyl]methyl]piperazine-1-carboxylate